4-(4-Acryloylpiperazin-1-yl)-7-(2-amino-7-fluorobenzo[d]thiazol-4-yl)-6-chloro-8-fluoro-2-methoxyquinoline-3-carbonitrile C(C=C)(=O)N1CCN(CC1)C1=C(C(=NC2=C(C(=C(C=C12)Cl)C1=CC=C(C2=C1N=C(S2)N)F)F)OC)C#N